3-bromo-5-(difluoromethyl)-2-fluorobenzaldehyde BrC=1C(=C(C=O)C=C(C1)C(F)F)F